C(N)(=O)C=1C(=NC(=NC1)NC1=CC=C(C=C1)N1CCN(CC1)C)NC1=CC(=C(C=C1)Cl)OC 5-Carbamoyl-N4-(4-chloro-3-methoxyphenyl)-N2-[4-(4-methylpiperazin-1-yl)phenyl]pyrimidine-2,4-diamine